FC(C1=NN=C(O1)C1=CC(=C(CN2C(N(C3=C2C=C(C=C3)F)C3CCN(CC3)C3CCOCC3)=O)C=C1)F)F 3-(4-(5-(difluoromethyl)-1,3,4-oxadiazol-2-yl)-2-fluorobenzyl)-5-fluoro-1-(1-(tetrahydro-2H-pyran-4-yl)piperidin-4-yl)-1,3-dihydro-2H-benzo[d]imidazol-2-one